CC(C)(C)OC(=O)C1=CC2=CC=CC=C2N1 boc-indole